1-(5-chloro-2-methyl-9-oxo-xanthen-3-yl)pyrrolidine-3-carboxylic acid ClC1=C2OC=3C=C(C(=CC3C(C2=CC=C1)=O)C)N1CC(CC1)C(=O)O